methyl 4-((4-cyanophenyl)(hydroxy)methyl)benzoate C(#N)C1=CC=C(C=C1)C(C1=CC=C(C(=O)OC)C=C1)O